1-(3-(difluoromethoxy)phenyl)-3-isopropyl-N-(3-methyl-1,1-dioxidothietan-3-yl)-1H-pyrazolo[3,4-c]pyridine-5-carboxamide FC(OC=1C=C(C=CC1)N1N=C(C=2C1=CN=C(C2)C(=O)NC2(CS(C2)(=O)=O)C)C(C)C)F